3-bromo-5-nitroisonicotinaldehyde BrC1=C(C=O)C(=CN=C1)[N+](=O)[O-]